(E)-N'-(2-bromo-4-fluoro-5-methoxybenzylidene)-4-methylbenzenesulfonohydrazide BrC1=C(\C=N\NS(=O)(=O)C2=CC=C(C=C2)C)C=C(C(=C1)F)OC